(methylsulfonamido)-1H-pyrazole-4-carboxamide CS(=O)(=O)NN1N=CC(=C1)C(=O)N